THIAZOLE-5-CARBONITRILE S1C=NC=C1C#N